CC1=NC2=CC=CC(=C2C(N1)=O)NCCOCCN1CCN(CC1)C1COC1 2-methyl-5-((2-(2-(4-(oxetan-3-yl)piperazin-1-yl)ethoxy)ethyl)amino)-4-oxoquinazolin